CC=1NC(SC1C)=NC(=O)C1C(C1(C)C)(C)C (4,5-Dimethylthiazol-2(3H)-yliden)-2,2,3,3-tetra-methylcyclopropan-1-carboxamid